COC1=C(C=CC(=C1)CCC=1OC(C=C(C1)OC)=O)[O-] 2-methoxy-4-[2-(4-methoxy-6-oxo-6H-pyran-2-yl)ethyl]phenolate